1,2-bis(thiophen-2-yl)ethane-1,2-diol S1C(=CC=C1)C(C(O)C=1SC=CC1)O